Tert-butylamine tin bromide salt [Sn](Br)(Br)(Br)Br.C(C)(C)(C)N